(1S,3aR,6aS)-2-(2-((2-fluorophenyl)amino)-2-oxoacetyl)-N-((S)-4-hydroxy-3-oxo-1-((S)-2-oxopyrrolidin-3-yl)butan-2-yl)octahydrocyclopenta[c]pyrrole-1-carboxamide FC1=C(C=CC=C1)NC(C(=O)N1[C@@H]([C@@H]2[C@H](C1)CCC2)C(=O)N[C@@H](C[C@H]2C(NCC2)=O)C(CO)=O)=O